(1s,2s)-N-(6-(2-chloro-3-fluorophenyl)imidazo[1,2-a]pyridin-2-yl)-2-fluorocyclopropanecarboxamide ClC1=C(C=CC=C1F)C=1C=CC=2N(C1)C=C(N2)NC(=O)[C@H]2[C@H](C2)F